(2-methyl-5-trifluoromethyl-4-(3-trimethylsilanyl-propoxy)-phenyl)-N-ethyl-N-methyl-formamidine CC1=C(C=C(C(=C1)OCCC[Si](C)(C)C)C(F)(F)F)C(=N)N(C)CC